2-(tert-butyl) 8-ethyl 6-(benzo[d]thiazol-7-yl)-2,6-diazaspiro[3.4]octane-2,8-dicarboxylate S1C=NC2=C1C(=CC=C2)N2CC1(CN(C1)C(=O)OC(C)(C)C)C(C2)C(=O)OCC